2-amino-5-bromo-3-chloro-benzaldehyde NC1=C(C=O)C=C(C=C1Cl)Br